2-(5-phenyl-2,3-dihydro-1H-pyrrolo[2,3-b]pyridine-1-carbonyl)morpholine-4-carbonitrile C1(=CC=CC=C1)C=1C=C2C(=NC1)N(CC2)C(=O)C2CN(CCO2)C#N